(+/-)-trans-8-(2-hydroxy-2-methylcyclopentyl)-6-(methyl-d3)-2-(methylsulfonyl)pyrido[2,3-d]pyrimidin-7(8H)-one O[C@]1([C@@H](CCC1)N1C(C(=CC2=C1N=C(N=C2)S(=O)(=O)C)C([2H])([2H])[2H])=O)C |r|